octane-2,3,5,6-tetracarboxylic acid CC(C(CC(C(CC)C(=O)O)C(=O)O)C(=O)O)C(=O)O